4H-pyrrolo[3,4-d]isoxazole-3-carboxylic acid butyl ester C(CCC)OC(=O)C1=NOC2=C1CN=C2